(R)-N-(2,3-dihydro-1H-inden-1-yl)-5-(5-(methylsulfonyl)pyridin-3-yl)pyrazin [C@H]1(CCC2=CC=CC=C12)N1CC=NC(=C1)C=1C=NC=C(C1)S(=O)(=O)C